2-[2-[4-[(4-chlorophenyl)-phenylmethyl]piperazin-1-yl]ethoxy]acetic acid ClC1=CC=C(C=C1)C(N1CCN(CC1)CCOCC(=O)O)C1=CC=CC=C1